tert-butyl (E)-3-((3-butyl-3-ethyl-7-fluoro-1,1-dioxido-5-phenyl-2,3,4,5-tetrahydro-1,5-benzothiazepin-8-yl)oxy)acrylate C(CCC)C1(CS(C2=C(N(C1)C1=CC=CC=C1)C=C(C(=C2)O/C=C/C(=O)OC(C)(C)C)F)(=O)=O)CC